2-(((6-(3-Hydroxyazetidin-1-yl)hexanoyl)oxy)methyl)propane-1,3-diyl ditetradecanoate C(CCCCCCCCCCCCC)(=O)OCC(COC(CCCCCCCCCCCCC)=O)COC(CCCCCN1CC(C1)O)=O